methyl (2S)-6-amino-2-(benzyloxycarbonylamino)hexanoate hydrochloride Cl.NCCCC[C@@H](C(=O)OC)NC(=O)OCC1=CC=CC=C1